BrC1=C(C(=CC(=C1)C(C(F)(F)F)(C(F)(F)F)F)C(F)(F)F)NC(C1=C(C(=CC=C1)N(C(C1=CC=CC=C1)=O)C(C)C1CC1)F)=O N-[2-bromo-4-(1,1,1,2,3,3,3-heptafluoropropan-2-yl)-6-(trifluoromethyl)phenyl]-3-[N-(1-cyclopropyl-ethyl)-benzamido]-2-fluorobenzamide